(E) and (Z)-(2-chloro-6-hydroxy-4-methoxyphenyl) cyclopropylmethyl ketoxime C1(CC1)CC(=NO)C1=C(C=C(C=C1O)OC)Cl